7-trifluoromethoxy-benzo[e][1,2,4]triazine-1,4-dioxide hydrobromide salt Br.FC(OC1=CC2=C([N+](=CN=[N+]2[O-])[O-])C=C1)(F)F